C1(=CC=CC=C1)N(C(CCCC)=O)C1CCN(CC1)CCC1=CC=CC=C1 N-phenyl-N-[1-(2-phenylethyl)piperidin-4-yl]pentanamide